2,3,6,7-Tetramethoxy-9,10-bis(azidomethyl)anthracene COC1=CC2=C(C3=CC(=C(C=C3C(=C2C=C1OC)CN=[N+]=[N-])OC)OC)CN=[N+]=[N-]